NCC1(CC1)N1CCN2C1=C(C1=C2N=CN=C1)C1=CC(=C(C=C1)OC1=NC(=CC=C1)C)F 6-(1-(aminomethyl)cyclopropyl)-5-(3-fluoro-4-((6-methylpyridin-2-yl)oxy)phenyl)-7,8-Dihydro-6H-imidazo[1',2':1,5]pyrrolo[2,3-d]pyrimidine